2-(3-methoxy-5,6,7,8-tetrahydroquinolin-5-yl)-7-((2-methyl-1H-imidazol-1-yl)methyl)-5-(1-methyl-3-(trifluoromethyl)-1H-pyrazol-4-yl)-3,4-dihydroisoquinolin-1(2H)-one COC=1C=NC=2CCCC(C2C1)N1C(C2=CC(=CC(=C2CC1)C=1C(=NN(C1)C)C(F)(F)F)CN1C(=NC=C1)C)=O